5-{3-[(S)-(1,3-Dimethyl-azetidin-3-yl)-hydroxy-(4-trifluoromethoxy-phenyl)-methyl]-phenyl}-[1,2,4]oxadiazole-3-carboxylic acid (2-methoxy-phenyl)-amide COC1=C(C=CC=C1)NC(=O)C1=NOC(=N1)C1=CC(=CC=C1)[C@](C1=CC=C(C=C1)OC(F)(F)F)(O)C1(CN(C1)C)C